C(=O)O.ClC=1C=CC(=C(C1)O)C=1C=2N(C(=NN1)N[C@H]1CN(CCC1)C)C=NC2 5-chloro-2-(4-{[(3R)-1-methylpiperidin-3-yl]amino}imidazo[1,5-d][1,2,4]triazin-1-yl)phenol formate salt